3-(4'-((S,E)-4-hydroxy-3-(2-((S)-1-hydroxyethyl)-1H-imidazol-1-yl)but-1-en-1-yl)-[1,1'-biphenyl]-4-yl)cyclobutane-1-carboxylic acid OC[C@H](/C=C/C1=CC=C(C=C1)C1=CC=C(C=C1)C1CC(C1)C(=O)O)N1C(=NC=C1)[C@H](C)O